ClC1=NC2=C(C(=CC=C2C(=N1)N1C[C@H]2CC[C@@H](C1)N2C(=O)OC(C)(C)C)Cl)F tert-butyl (1R,5S)-3-(2,7-dichloro-8-fluoroquinazolin-4-yl)-3,8-diazabicyclo[3.2.1]octane-8-carboxylate